(S)-2-((6-bromoquinazolin-4-yl)amino)-N-(2-(diethylamino)ethyl)propanamide BrC=1C=C2C(=NC=NC2=CC1)N[C@H](C(=O)NCCN(CC)CC)C